NC=1N=C(SC1C(C1=CC=C(C=C1)O[C@H](C(=O)N)C)=O)N(C1=CC=CC=C1)[C@@H](C(=O)N)C (2R)-(N-[4-amino-5-[4-[2-amino-(1S)-methyl-2-oxo-ethoxy]benzoyl]thiazol-2-yl]anilino)propanamide